chlorothiofluoroethylene ClSC(=C)F